1-(5-(4-amino-7-cyclopropyl-7H-pyrrolo[2,3-d]pyrimidin-5-yl)-3-fluoropyridin-2-yl)-3-(4-((4-methylpiperazin-1-yl)methyl)-3-(trifluoromethyl)phenyl)urea NC=1C2=C(N=CN1)N(C=C2C=2C=C(C(=NC2)NC(=O)NC2=CC(=C(C=C2)CN2CCN(CC2)C)C(F)(F)F)F)C2CC2